BrC=1C(=C2C(C(C[C@@]3(C2=CC1)N=C1N(C=C(C=C1OC(F)F)C(F)(F)F)C3)(F)F)=O)F (S)-6'-Bromo-8-(difluoromethoxy)-3',3',5'-trifluoro-6-(trifluoromethyl)-2'H,3H-spiro[imidazo[1,2-a]pyridin-2,1'-naphthalin]-4'(3'H)-on